N-(3-(7-chloro-2-((6-(4-methylpiperazin-1-yl)pyridin-3-yl)amino)quinazolin-8-yl)phenyl)acrylamide ClC1=CC=C2C=NC(=NC2=C1C=1C=C(C=CC1)NC(C=C)=O)NC=1C=NC(=CC1)N1CCN(CC1)C